aminoethyl-diazepane NCCN1NCCCCC1